tert-butyl (2-(chloromethyl) allyl)((methylthio)peroxy)carbamate ClCC(CN(C(OC(C)(C)C)=O)OOSC)=C